[O-2].[O-2].[Ti+4].[Si+4] silicon compound with titanium dioxide